3-({3-fluoro-1-[2-(4-fluorophenyl)-2-oxoethyl]piperidin-4-yl}methyl)-1-{[4-(methoxymethyl)phenyl]methyl}-3-methylurea FC1CN(CCC1CN(C(NCC1=CC=C(C=C1)COC)=O)C)CC(=O)C1=CC=C(C=C1)F